1-(4-{3-benzyl-[1,2,4]triazolo[4,3-b]pyridazin-6-yl}piperazin-1-yl)-2-(3,4-dichlorophenyl)ethan-1-one C(C1=CC=CC=C1)C1=NN=C2N1N=C(C=C2)N2CCN(CC2)C(CC2=CC(=C(C=C2)Cl)Cl)=O